[2-hydroxy-1-(hydroxymethyl)ethyl] 3-oxobutanoate O=C(CC(=O)OC(CO)CO)C